7-chloro-1-methyldibenzo[b,d]thiophene ClC1=CC2=C(C3=C(S2)C=CC=C3C)C=C1